phenyldinaphthyl-phosphine C1(=CC=CC=C1)P(C1=CC=CC2=CC=CC=C12)C1=CC=CC2=CC=CC=C12